The molecule is an emericellamide derived from N-[(3S,4S)-3-hydroxy-4-methyldodecanoyl]glycyl-L-valyl-L-leucyl-L-alanyl-L-alanine by the formal intramolecular condensation of the alcoholic hydroxy group with the C-terminal carboxylic acid group. CCCCCCCC[C@H](C)[C@@H]1CC(=O)NCC(=O)N[C@H](C(=O)N[C@H](C(=O)N[C@H](C(=O)N[C@H](C(=O)O1)C)C)CC(C)C)C(C)C